N-(4-((1'-(2-(dimethylamino)ethyl)-4-((5-methyl-1H-pyrazol-3-yl)amino)-5,6-dihydrospiro[cyclopenta[d]pyrimidine-7,4'-piperidin]-2-yl)thio)phenyl)acetamide CN(CCN1CCC2(CC1)CCC1=C2N=C(N=C1NC1=NNC(=C1)C)SC1=CC=C(C=C1)NC(C)=O)C